zirconium bis(ethylacetate) C(C)CC(=O)[O-].C(C)CC(=O)[O-].[Zr+2]